C(C)OCCNC(=O)C1CN(C1)C1=CC(=C2C(C(=CN(C2=N1)C1=NC(=NS1)C1=NC=CC=C1)C(=O)O)=O)C 7-{3-[(2-ethoxyethyl)carbamoyl]azetidin-1-yl}-5-methyl-4-oxo-1-[3-(pyridin-2-yl)-1,2,4-thiadiazol-5-yl]-1,4-dihydro-1,8-naphthyridine-3-carboxylic acid